3-(9-anthryl)-alanine C1=CC=CC2=CC3=CC=CC=C3C(=C12)C[C@H](N)C(=O)O